3-chloro-4-(2,2-dimethylpiperazine-1-carbonyl)pyridin-1-ium-1-olate ClC=1C=[N+](C=CC1C(=O)N1C(CNCC1)(C)C)[O-]